2-bromo-7-chloro-4H-chromeno[3,4-d]thiazole BrC=1SC2=C(N1)COC=1C=C(C=CC12)Cl